N-[(6-{[(cyclopropylmethyl)(methyl)amino]methyl}imidazo[1,2-a]pyridin-2-yl)methyl]-4-oxo-4H-pyrido[1,2-a]pyrimidine-2-carboxamide C1(CC1)CN(C)CC=1C=CC=2N(C1)C=C(N2)CNC(=O)C=2N=C1N(C(C2)=O)C=CC=C1